[Si](C)(C)(C(C)(C)C)OCC=1C=C(N(N1)COCC[Si](C)(C)C)C1=NC=C(C=N1)OCC1=C(C=CC=C1C(F)(F)F)Cl 2-(5-{[(tert-butyldimethylsilyl)oxy]methyl}-2-{[2-(trimethylsilyl)ethoxy]methyl}pyrazol-3-yl)-5-{[2-chloro-6-(trifluoromethyl)phenyl]methoxy}pyrimidine